3-(((7-bromo-1,4-dihydroquinazolin-2-yl)thio)methyl)-7-chloro-5H-thiazolo[2,3-b]Quinazoline dihydrochloride Cl.Cl.BrC1=CC=C2CN=C(NC2=C1)SCC1=CSC2=NC3=CC=C(C=C3CN21)Cl